C12(CC(C1)C2)N2[C@@H](C=1NC3=CC=CC=C3C1C[C@H]2C)C2=C(C=C(C=C2F)OC2CN(CC2)CCCF)F (1R,3R)-2-(bicyclo[1.1.1]pentan-1-yl)-1-(2,6-difluoro-4-((1-(3-fluoropropyl)pyrrolidin-3-yl)oxy)phenyl)-3-methyl-2,3,4,9-tetrahydro-1H-pyrido[3,4-b]indole